CN(CCN1CC2(C=3C1=NC(=CC3)NC=3C=CC(=C1C=CNC(C31)=O)C3=CN=C1N3C=CC(=C1)F)CCOCC2)C 8-((1'-(2-(dimethylamino)ethyl)-1',2,2',3,5,6-hexahydrospiro[pyran-4,3'-pyrrolo[2,3-b]pyridin]-6'-yl)amino)-5-(7-fluoroimidazo[1,2-a]pyridin-3-yl)isoquinolin-1(2H)-one